ethane chloride salt [Cl-].CC